2-(3-{2-[(2R)-4,4-dimethylpyrrolidin-2-yl]ethynyl}pyridin-4-yl)-1H,5H,6H,7H-pyrrolo[3,2-c]pyridin-4-one CC1(C[C@@H](NC1)C#CC=1C=NC=CC1C1=CC=2C(NCCC2N1)=O)C